2-(6-{5-chloro-2-[(oxan-4-yl)amino]pyrimidin-4-yl}-1-oxo-2,3-dihydro-1H-isoindol-2-yl)-N-{[6-(dimethylamino)pyridin-2-yl]methyl}acetamide ClC=1C(=NC(=NC1)NC1CCOCC1)C1=CC=C2CN(C(C2=C1)=O)CC(=O)NCC1=NC(=CC=C1)N(C)C